ClC=1N=CC2=C(N1)N=C(C2)C(=O)O 2-chloro-pyrrolo[2,3-d]Pyrimidine-6-carboxylic acid